CN1CCN(CC1)C1=CC=C(C=N1)NC1=NC2=C(C=CC=C2C=N1)C1=CC=CC(=N1)NC(C=C)=O N-(6-(2-((6-(4-methylpiperazin-1-yl)pyridin-3-yl)amino)quinazolin-8-yl)pyridin-2-yl)acrylamide